BrC1CC(C1)OCCCN(C(OC(C)(C)C)=O)C tert-butyl N-[3-(3-bromocyclobutoxy)propyl]-N-methyl-carbamate